methyl (3R)-pyrrolidine-3-carboxylate N1C[C@@H](CC1)C(=O)OC